C(#N)C=1C(=NC(=C(C1CC)C#N)N1CCC(CC1)CN1CCCC1)SC(C(=O)N)C1=CC=CC=C1 2-((3,5-dicyano-4-ethyl-6-(4-(pyrrolidin-1-ylmethyl)piperidin-1-yl)pyridin-2-yl)thio)-2-phenylacetamide